(2R,3aS,4R,9bR)-4-(4-Hydroxy-phenyl)-2-oxo-1,2,3,3a,4,9b-hexahydro-5-oxa-2λ4-thia-cyclopenta[a]naphthalen-8-ol OC1=CC=C(C=C1)[C@H]1[C@@H]2[C@H](C3=CC(=CC=C3O1)O)C[S@](C2)=O